(E)-N-(3-(2-(tert-Butyl)-5-(2-((4-(3-(dimethylamino)acryloyl)phenyl)amino)pyrimidin-4-yl)thiazol-4-yl)-2-fluorophenyl)-2,6-difluorobenzenesulfonamide C(C)(C)(C)C=1SC(=C(N1)C=1C(=C(C=CC1)NS(=O)(=O)C1=C(C=CC=C1F)F)F)C1=NC(=NC=C1)NC1=CC=C(C=C1)C(\C=C\N(C)C)=O